C(C)(C)(C)OC(=O)N1C=C(C2=C(C=CC=C12)O[Si](C)(C)C(C)(C)C)Br 3-bromo-4-(tert-butyldimethylsilyloxy)-1H-indole-1-carboxylic acid tert-butyl ester